(1S,3S)-N1-(5-(difluoromethoxy)pyridin-2-yl)-N3-(3-fluoro-5-nitropyridin-2-yl)cyclopentane-1,3-diamine FC(OC=1C=CC(=NC1)N[C@@H]1C[C@H](CC1)NC1=NC=C(C=C1F)[N+](=O)[O-])F